6-chloro-8-(difluoromethyl)-2-methylimidazo[1,2-b]pyridazine ClC=1C=C(C=2N(N1)C=C(N2)C)C(F)F